COC=1C=C(C=O)C=C(C1C(C)C)OC 3,5-dimethoxy-4-isopropyl-benzaldehyde